1-(2,5-difluorobenzyl)-1H-indol FC1=C(CN2C=CC3=CC=CC=C23)C=C(C=C1)F